C(C1=CC=CC=C1)(=O)O.FC1=CC=C(C#N)C=C1 4-fluorobenzonitrile benzoate